N-(4-fluorophenyl)pivalamide FC1=CC=C(C=C1)NC(C(C)(C)C)=O